ClC1=CC=2N(C=C1NC1=NC=C3N(C(N(C3=N1)C1CCOCC1)=O)C)N=CN2 2-((7-chloro-[1,2,4]triazolo[1,5-a]pyridin-6-yl)amino)-7-methyl-9-(tetrahydro-2H-pyran-4-yl)-7,9-dihydro-8H-purin-8-one